methyl 9-(acetoxymethyl)-4-chloropyrrolo[1,2-a]quinoxaline-7-carboxylate C(C)(=O)OCC=1C=C(C=C2N=C(C=3N(C12)C=CC3)Cl)C(=O)OC